tert-butyl 4-[(1r,3r)-3-[(3R)-4-[(3R)-2-(2,6-dioxopiperidin-3-yl)-4-fluoro-3-methyl-1-oxo-3H-isoindol-5-yl]-3-methylpiperazin-1-yl]cyclobutoxy]piperidine-1-carboxylate O=C1NC(CC[C@H]1N1C(C2=CC=C(C(=C2[C@H]1C)F)N1[C@@H](CN(CC1)C1CC(C1)OC1CCN(CC1)C(=O)OC(C)(C)C)C)=O)=O